ClC1=C2C(=NC=C1)N(C=C2C(O)C2CC2)COCC[Si](C)(C)C (4-chloro-1-((2-(trimethylsilyl)ethoxy)methyl)-1H-pyrrolo[2,3-b]pyridin-3-yl)(cyclopropyl)methanol